4-[2',6'-bis(benzyloxy)-[2,3'-bipyridine]-5-yl]Piperazine-1-carboxylic acid tert-butyl ester C(C)(C)(C)OC(=O)N1CCN(CC1)C=1C=CC(=NC1)C=1C(=NC(=CC1)OCC1=CC=CC=C1)OCC1=CC=CC=C1